CC1(CC(=C(S1)C(=O)OCC)OS(=O)(=O)C(F)(F)F)C ethyl 5,5-dimethyl-3-(((trifluoromethyl) sulfonyl) oxy)-4,5-dihydrothiophene-2-carboxylate